(6-(2,4-dioxotetrahydropyrimidin-1(2H)-yl)pyridazin-4-yl)methyl methanesulfonate CS(=O)(=O)OCC1=CN=NC(=C1)N1C(NC(CC1)=O)=O